tert-butyl 3-(3-iodo-1-bicyclo[1.1.1]pentanyl)azetidine-1-carboxylate IC12CC(C1)(C2)C2CN(C2)C(=O)OC(C)(C)C